C1(CC1)C=1C(N(SC1)[C@@H]1C[C@@H](CC1)C1=CC(=NN1)NC=1C=CC2=C(CNS2(=O)=O)C1F)=O cis-4-cyclopropyl-2-(3-(3-((4-fluoro-1,1-dioxido-2,3-dihydrobenzo[d]isothiazol-5-yl)amino)-1H-pyrazol-5-yl)cyclopentyl)isothiazol-3(2H)-one